2-bromo-5-iodo-N,N-dimethylaniline BrC1=C(N(C)C)C=C(C=C1)I